3-({2-[4-(Benzothiazol-2-yloxy)-phenyl]-ethyl}-cyclopropyl-amino)-2-methyl-propionic acid trifluoromethanesulfonic acid salt FC(S(=O)(=O)O)(F)F.S1C(=NC2=C1C=CC=C2)OC2=CC=C(C=C2)CCN(CC(C(=O)O)C)C2CC2